BrC1=CC(=CC2=C1N=C(S2)N)F 4-bromo-6-fluorobenzo[d]thiazol-2-amine